C(C)(C)(C)OC(=O)N1CC2CCC(C1)C2N(C2=CC(=NC=1N2N=CC1C(C)C)NC1CCOCC1)C(=O)OC(C)(C)C 8-((tert-butyloxycarbonyl)(3-isopropyl-5-((tetrahydro-2H-pyran-4-yl)amino)pyrazolo[1,5-a]pyrimidin-7-yl)amino)-3-azabicyclo[3.2.1]octane-3-carboxylic acid tert-butyl ester